FC1(C(C1)C(=O)N1C(CN(CC1)S(=O)(=O)C1=NN(N=C1)C)C=1C=C2C=NN(C2=CC1C)C1=CC=C(C=C1)F)F (2,2-difluorocyclopropyl)(2-(1-(4-fluorophenyl)-6-methyl-1H-indazol-5-yl)-4-((2-methyl-2H-1,2,3-triazol-4-yl)sulfonyl)piperazin-1-yl)methanone